5-(4-((5,5-Dimethyl-1,4-dioxan-2-yl)methoxy)phenyl)-2-oxo-6-(trifluoromethyl)-1,2-dihydropyridin-3-carboxamide CC1(OCC(OC1)COC1=CC=C(C=C1)C=1C=C(C(NC1C(F)(F)F)=O)C(=O)N)C